3-(4-bromophenyl)-7-methyl-3,4-dihydro-2h-benzo[e][1,2,4]thiadiazine-1,1-dioxide BrC1=CC=C(C=C1)C1NS(C2=C(N1)C=CC(=C2)C)(=O)=O